2-[(3-Fluoropyridin-2-yl)methyl]-N7,N7-dimethyl-8-[3-methylimidazo[1,2-a]pyridin-6-yl]-[1,2,4]triazolo[1,5-c]pyrimidine-5,7-diamine FC=1C(=NC=CC1)CC1=NN2C(=NC(=C(C2=N1)C=1C=CC=2N(C1)C(=CN2)C)N(C)C)N